1,3-dimethyl-N-(5-(5-methyl-1,2,4-oxadiazol-3-yl)-2,3-dihydro-1H-inden-1-yl)-1H-pyrazole-5-carboxamide CN1N=C(C=C1C(=O)NC1CCC2=CC(=CC=C12)C1=NOC(=N1)C)C